4-(3,3-difluoroazetidine-1-carbonyl)-cyclohexanone FC1(CN(C1)C(=O)C1CCC(CC1)=O)F